O[C@H]1COCCC1 (3R,4S)-3-hydroxytetrahydro-2H-pyran